C1(CCCC1)OCC1=C(C=CC(=C1)NC1(CCOCC1)C(=O)O)C1=C(C(=CC=C1)NCC)F 4-((2-((cyclopentyloxy)methyl)-3'-(ethylamino)-2'-fluoro-[1,1'-biphenyl]-4-yl)amino)tetrahydro-2H-pyran-4-carboxylic acid